N-acryloyl-2-aminoacetic acid C(C=C)(=O)NCC(=O)O